N-[(1S,3R)-3-aminocyclohexyl]-N-ethyl-1H-benzimidazole-2-carboxamide N[C@H]1C[C@H](CCC1)N(C(=O)C1=NC2=C(N1)C=CC=C2)CC